3-methyl-thiazolidine CN1CSCC1